FC1=C(C=C(C=C1)OCCCCCO)C1=CC(=NC=C1)N1CCC(CC1)C=O (1-(4-(2-fluoro-5-((5-hydroxypentyl)oxy)phenyl)pyridin-2-yl)piperidin-4-yl)methanone